2-fluoro-N-(6-(4-(hydroxymethyl)pyridin-3-yl)benzo[d]thiazol-2-yl)cyclopropane-1-carboxamide FC1C(C1)C(=O)NC=1SC2=C(N1)C=CC(=C2)C=2C=NC=CC2CO